2-(4-bromophenylethynyl)aniline BrC1=CC=C(C=C1)C#CC1=C(N)C=CC=C1